hexyl ((4-(tert-butyl)phenoxy) (perfluorophenoxy)phosphoryl)-L-phenylalaninate C(C)(C)(C)C1=CC=C(OP(=O)(OC2=C(C(=C(C(=C2F)F)F)F)F)N[C@@H](CC2=CC=CC=C2)C(=O)OCCCCCC)C=C1